t-butyl-(cyclopent-3-en-1-yloxy)dimethylsilane C(C)(C)(C)[Si](C)(C)OC1CC=CC1